hexyl-dimethylimidazolium Gold-Nickel [Ni+2].[Au+3].C(CCCCC)C=1[N+](=C(NC1)C)C